CC1=C(C=O)C(=CC=C1)C 2,6-dimethyl-benzaldehyde